(9H-fluoren-9-yl)methyl N-[[4,5-dichloro-2-(prop-2-en-1-yloxy)phenyl](piperidin-4-yl)methyl]carbamate ClC1=CC(=C(C=C1Cl)C(NC(OCC1C2=CC=CC=C2C=2C=CC=CC12)=O)C1CCNCC1)OCC=C